4-(6-((1-(4-(Difluoromethyl)phenyl)-4-methyl-1H-1,2,3-triazol-5-yl)methoxy)pyridazine-3-yl)piperazin-2-one FC(C1=CC=C(C=C1)N1N=NC(=C1COC1=CC=C(N=N1)N1CC(NCC1)=O)C)F